C(C1=CC=CC=C1)(=O)OC1=C2N(N=CC1=O)[C@H]([C@@H]1N(C2=O)CCC1)[C@H](C1=CC=CC=C1)C1=C(C(=CC=C1)F)F (9aR,10S)-10-((R)-(2,3-difluorophenyl)(phenyl)methyl)-3,5-dioxo-3,5,8,9,9a,10-hexahydro-7H-pyrrolo[1',2':4,5]pyrazino[1,2-b]pyridazin-4-yl benzoate